C(C=C)(=O)N1[C@H](CCCC1)C1=C2C=C(N=CC2=C(C=C1)N1[C@@H]([C@H](C1)N(S(=O)(=O)C)C(C)C)C)NC1=NC(=NC=C1)N1CCC(CC1)(C)O N-((2R,3S)-1-(5-((R)-1-acryloylpiperidin-2-yl)-3-((2-(4-hydroxy-4-methylpiperidin-1-yl)pyrimidin-4-yl)amino)isoquinolin-8-yl)-2-methylazetidin-3-yl)-N-isopropylmethanesulfonamide